6-((2S,5R)-4-((4-chlorophenyl)(3,3-difluorocyclobutyl)methyl)-5-ethyl-2-methylpiperazin-1-yl)-9-(((2R,3S)-3-hydroxytetrahydrofuran-2-yl)methyl)-3,8-dimethyl-3,9-dihydro-2H-purin-2-one ClC1=CC=C(C=C1)C(N1C[C@@H](N(C[C@H]1CC)C=1C=2N=C(N(C2N(C(N1)=O)C)C[C@H]1OCC[C@@H]1O)C)C)C1CC(C1)(F)F